C(C1=CC=CC=C1)OC=1C(=NC=C(C1C)C=1C=C2C=CC(=NC2=CC1)C)C(=O)NCC(=O)OCC ethyl (3-(benzyloxy)-4-methyl-5-(2-methylquinolin-6-yl)picolinoyl)glycinate